The molecule is a long-chain fatty acid ethyl ester resulting from the formal condensation of the carboxy group of (13Z)-icosenoic acid with the hydroxy group of ethanol. CCCCCC/C=C\\CCCCCCCCCCCC(=O)OCC